C(\C=C\CC)C1CCCC(O1)=O 6-[(E)-pent-2-enyl]tetrahydropyran-2-one